N-[5-[4-[6-(dimethylamino)-1,3-benzothiazol-2-yl]phenyl]pyridin-2-yl]-carbamate CN(C1=CC2=C(N=C(S2)C2=CC=C(C=C2)C=2C=CC(=NC2)NC([O-])=O)C=C1)C